C1(CC1)C(CNC(=O)C=1NC(C=CN1)=O)CC1=C(C=CC=C1F)F N-(2-cyclopropyl-3-(2,6-difluorophenyl)propyl)-6-oxo-1,6-dihydropyrimidine-2-carboxamide